ClCC1=CC(=C2CNC(C2=C1)=O)C(F)(F)F 6-(chloromethyl)-4-(trifluoromethyl)isoindolin-1-one